7-(2-benzyloxy-ethoxy)-2-(4-hydroxy-3,5-dimethyl-phenyl)-5-methoxy-3H-quinazolin-4-one C(C1=CC=CC=C1)OCCOC1=CC(=C2C(NC(=NC2=C1)C1=CC(=C(C(=C1)C)O)C)=O)OC